C(C1=CC=CC=C1)N1CCN(CC1)C(=O)C1=CC=CC=C1 (4-benzylpiperazin-1-yl)-phenyl-methanone